NC1=CC=C(C=N1)N1CCN(CC1)C1=NC2=CC(=NC=C2C=C1)CNC(C1=CC(=C(C=C1)C)S(=O)(=O)C)=O N-((2-(4-(6-aminopyridin-3-yl)piperazin-1-yl)-1,6-naphthyridin-7-yl)methyl)-4-methyl-3-(methylsulfonyl)benzamide